normal amyl acetate C(C)(=O)OCCCCC